6-(2-isopropylphenyl)-2-(2-pyridyloxymethyl)imidazo[1,2-a]pyrimidine C(C)(C)C1=C(C=CC=C1)C=1C=NC=2N(C1)C=C(N2)COC2=NC=CC=C2